Methyl 3-(6-(3-chloro-4-(2-chloro-3-(6-methoxy-5-((7-oxo-2,6-diazaspiro[3.4]octan-2-yl)methyl)pyridin-2-yl)phenyl)pyridin-2-yl)-8-methoxy-3,4-dihydroisoquinolin-2(1H)-yl)propanoate ClC=1C(=NC=CC1C1=C(C(=CC=C1)C1=NC(=C(C=C1)CN1CC2(C1)CNC(C2)=O)OC)Cl)C=2C=C1CCN(CC1=C(C2)OC)CCC(=O)OC